The molecule is the L-enantiomer of iditol. It has a role as a fungal metabolite and a human metabolite. It is an enantiomer of a D-iditol. C([C@@H]([C@H]([C@@H]([C@H](CO)O)O)O)O)O